N1C(=CC2=CC=CC=C12)C=1C(=C(C=CC1)C=1NC2=CC=CC=C2C1)C=1NC2=CC=CC=C2C1 Triindolyl-benzene